CC=1C=C(CN2C=NC=C2)C=CC1OCC1=CC2=CC=CC=C2C=C1 (3-methyl-4-(naphthalen-2-ylmethoxy)benzyl)-1H-imidazole